4-(N-tert-Butoxycarbonyl-amino)-piperidine C(C)(C)(C)OC(=O)NC1CCNCC1